ClC=1C=C(C=CC1F)NC1=NC=NC2=CC(=C(C=C12)NC(C=C)=O)OCCCN1CCC(CC1)N1CCN(CC1)C(CSC1=C2CN(C(C2=CC=C1)=O)C1C(NC(CC1)=O)=O)=O N-(4-((3-chloro-4-fluorophenyl)amino)-7-(3-(4-(4-(2-((2-(2,6-dioxopiperidin-3-yl)-1-oxoisoindolin-4-yl)thio)acetyl)piperazin-1-yl)piperidin-1-yl)propoxy)quinazolin-6-yl)acrylamide